(1r,3r,5r,7r)-dispiro[adamantane-2,3'-[1,2,4,5]tetraoxane-6',1''-cyclohexan]-4''-ol C12(CCC(CC1)O)OOC1(OO2)C2CC3CC(CC1C3)C2